(R)-N4-(1-cyclopropylethyl)-N2-(1H-pyrazol-3-yl)-8-(1,2,3,6-tetrahydropyridin-4-yl)quinazoline-2,4-diamine C1(CC1)[C@@H](C)NC1=NC(=NC2=C(C=CC=C12)C=1CCNCC1)NC1=NNC=C1